NC=1C(=C(C=C2C=C(N=CC12)NC(OC1COCC1C)=O)C=1C=NC=C(C1C)N)F 4-Methyltetrahydrofuran-3-yl (8-amino-6-(5-amino-4-methylpyridin-3-yl)-7-fluoroisoquinolin-3-yl)carbamate